(S)-4-(2-(4-(2-acetyl-5-chlorophenyl)-3-methoxy-6-oxopyridazin-1(6H)-yl)-3-phenylpropionamido)-2-fluorobenzamide C(C)(=O)C1=C(C=C(C=C1)Cl)C=1C(=NN(C(C1)=O)[C@H](C(=O)NC1=CC(=C(C(=O)N)C=C1)F)CC1=CC=CC=C1)OC